ClC1=NC=2NC(C=NC2C(=N1)OCC1=CC=C(C=C1)C=1N(C=C(N1)C(F)(F)F)C)=O 2-chloro-4-((4-(1-methyl-4-(trifluoromethyl)-1H-imidazol-2-yl)benzyl)oxy)pteridin-7(8H)-one